5-amino-3-(3,3-dimethylbutyl)quinazolin-4(3H)-one NC1=C2C(N(C=NC2=CC=C1)CCC(C)(C)C)=O